OC1CN(CCC1C1=CN=C2C(=N1)N=C(C=C2)C2=C(C=C(C=C2C)C)O)C(C)=O 1-[3-hydroxy-4-[6-(2-hydroxy-4,6-dimethyl-phenyl)pyrido[2,3-b]pyrazin-3-yl]-1-piperidyl]ethanone